C(C1=CC=CC=C1)OC1=C(C=C(C=C1)C1=NNC2=NC=C(C=C21)C2=CC=C(C=C2)N2CCN(CC2)C)C 3-(4-(benzyloxy)-3-methylphenyl)-5-(4-(4-methylpiperazin-1-yl)phenyl)-1H-pyrazolo[3,4-b]pyridine